bis[(tri-t-butylphosphine)] palladium [Pd].C(C)(C)(C)P(C(C)(C)C)C(C)(C)C.C(C)(C)(C)P(C(C)(C)C)C(C)(C)C